O1C(OCC1)C1=C(OCC(=O)OCC2=CC=CC=C2)C=C(C=C1O)C#C[Si](C)(C)C benzyl 2-[2-(1,3-dioxolan-2-yl)-3-hydroxy-5-[2-(trimethylsilyl)ethynyl]phenoxy]acetate